C\C(=C/CCC(C=C)=C)\CC\C=C(\CC\C(=C\C)\C)/C (6E,10E,14E)-7,11,14-trimethyl-3-methylenehexadeca-1,6,10,14-tetraene